OCCCCCCCCCCCCCCCCOC(=O)C1=CC=C(O1)C(=O)O 5-((16-hydroxyhexadecyloxy)carbonyl)furan-2-carboxylic acid